BrC1=CC=C(C(=O)C2=CC(=C3C(=CC=CN23)F)C(=O)O)C=C1 3-(4-bromobenzoyl)-8-fluoroindolizine-1-carboxylic acid